3-(6-amino-5-fluoropyridin-2-yl)-1-methyl-4-(trifluoromethyl)-N-(2-(trifluoromethyl)pyridin-4-yl)-1H-pyrazole-5-carboxamide NC1=C(C=CC(=N1)C1=NN(C(=C1C(F)(F)F)C(=O)NC1=CC(=NC=C1)C(F)(F)F)C)F